(S)-1,1,1-TRIFLUOROPENT-4-ENE-2-SULFONAMIDE FC([C@H](CC=C)S(=O)(=O)N)(F)F